C(CCCCC(CC(=O)[O-])O)CCCCO The molecule is an omega-hydroxy fatty acid anion that is the conjugate base of 3,12-dihydroxylauric acid, obtained by deprotonation of the carboxy group; major species at pH 7.3. It is an omega-hydroxy fatty acid anion and a medium-chain fatty acid anion. It derives from a dodecanoate. It is a conjugate base of a 3,12-dihydroxylauric acid.